COC=1C=C(C=CC1)C=1SC2=C(N1)CC[C@@]1([C@H]3CC[C@]4([C@H]([C@@H]3CCC12)CCC4=O)C)C (5aR,5bS,7aS,10aS,10bR)-2-(3-methoxyphenyl)-5a,7a-dimethyl-4,5,5a,5b,6,7,7a,9,10,10a,10b,11,12,12a-tetradecahydro-8H-cyclopenta[7,8]phenanthro[2,1-d]thiazol-8-one